CS(=O)(=O)OCC1CCN(CC1)C(=O)OC(C)(C)C 4-((methylsulfonyloxy)methyl)piperidine-1-carboxylic acid, tert-butyl ester